6-([1,1'-biphenyl]-3-ylmethyl)-N-ethyl-7-(methylsulfonamido)-5-azaspiro[2.4]heptane-5-carboxamide C1(=CC(=CC=C1)CC1N(CC2(CC2)C1NS(=O)(=O)C)C(=O)NCC)C1=CC=CC=C1